rac-2-(trimethylsilyl)ethyl (4aR,8aR)-octahydro-1,7-naphthyridine-7(1H)-carboxylate hydrochloride Cl.N1CCC[C@@H]2CCN(C[C@H]12)C(=O)OCC[Si](C)(C)C |r|